2-(3-cyanopropanoyl)-6-methoxyisoindolin C(#N)CCC(=O)N1CC2=CC(=CC=C2C1)OC